{(2R)-1-[4-({3-Methyl-5-[(phenylsulfonyl)methyl]phenoxy}methyl)benzyl]pyrrolidin-2-YL}methanol CC=1C=C(OCC2=CC=C(CN3[C@H](CCC3)CO)C=C2)C=C(C1)CS(=O)(=O)C1=CC=CC=C1